methyl 2-((((9H-fluoren-9-yl) methoxy) carbonyl) amino)-5-amino-5-oxopentanoate C1=CC=CC=2C3=CC=CC=C3C(C12)COC(=O)NC(C(=O)OC)CCC(=O)N